6-(4-Chlorophenyl)-2-(5-fluoropyridin-3-yl)-N-[(trans)-4-hydroxytetrahydrofuran-3-yl]-3-oxo-2,3-dihydropyridazine-4-carboxamide ClC1=CC=C(C=C1)C=1C=C(C(N(N1)C=1C=NC=C(C1)F)=O)C(=O)N[C@@H]1COC[C@H]1O